tert-butyl (4,6-dichloro-3-formylpyridin-2-yl)carbamate ClC1=C(C(=NC(=C1)Cl)NC(OC(C)(C)C)=O)C=O